C1(CC1)C1=NC=2C(=NC=CC2C2CCN(CC2)C(=O)C2=C(N)C=C(C=C2)OC(F)(F)F)N1 2-(4-[2-cyclopropyl-3H-imidazo[4,5-b]pyridin-7-yl]piperidine-1-carbonyl)-5-(trifluoromethoxy)aniline